amidinothiocyanate C(N)(=N)SC#N